C1(CCCCC1)C1=NC=CC(=C1)CNCC1=CC=C(C=C1)OC N-[(2-cyclohexyl-4-pyridyl)methyl]-1-(4-methoxyphenyl)-methanamin